COC(=O)C1CN(C1)CC1=CC=C(C=C1)C1=CN=C([Se]1)C1=NC=CC=C1 1-(4-(2-(pyridin-2-yl)-1,3-selenazol-5-yl)benzyl)azetidine-3-carboxylic acid methyl ester